BrC1=C(C=CC=C1)C1=CC=CC=C1 bromo[1,1'-biphenyl]